2-[(6R)-6-(1-cyclopropylpyrazol-4-yl)-3,6-dihydro-2H-pyran-4-yl]-4-(2,4-difluoro-5-methyl-phenyl)-6,7-dimethyl-pteridine C1(CC1)N1N=CC(=C1)[C@H]1C=C(CCO1)C1=NC2=NC(=C(N=C2C(=N1)C1=C(C=C(C(=C1)C)F)F)C)C